[N+](=O)(O)[O-].CC1=NN(C(=C1)C)C(N)=N 3,5-dimethyl-1H-pyrazole-1-carboximidamide nitrate